N-(5-((4-chlorophenoxy)methyl)-1,3,4-thiadiazol-2-yl)-4-(2-methoxyphenyl)-6-methylnicotinamide ClC1=CC=C(OCC2=NN=C(S2)NC(C2=CN=C(C=C2C2=C(C=CC=C2)OC)C)=O)C=C1